5-fluoro-4-methyl-1H-indole-2-carboxylic acid FC=1C(=C2C=C(NC2=CC1)C(=O)O)C